C1(CCCCC1)[C@H](C)OC1=C(C(=O)O)C=C(C(=C1)N1N=C2N(CCCC2)C1=O)F 2-[(1S)-1-cyclohexylethoxy]-5-fluoro-4-(3-oxo-5,6,7,8-tetrahydro[1,2,4]triazolo[4,3-a]pyridin-2(3H)-yl)benzoic acid